NC1=NC2=CC=C(C=C2C=C1C)C(=O)N([C@H](C)C1=NC=C(C=C1)C(F)(F)F)CC(C)C 2-amino-3-methyl-N-(2-methylpropyl)-N-((1R)-1-(5-(trifluoromethyl)-2-pyridinyl)ethyl)-6-quinolinecarboxamide